2-(7-chloro-4-oxo-1-(phenylsulfonyl)-1,4-dihydro-5H-pyrrolo[2,3-d]pyridazin-5-yl)-N-(2,2-difluorobenzo[d][1,3]dioxol-5-yl)-N-ethylacetamide ClC1=NN(C(C2=C1N(C=C2)S(=O)(=O)C2=CC=CC=C2)=O)CC(=O)N(CC)C2=CC1=C(OC(O1)(F)F)C=C2